F[C@H]1CN(CC1)C1=CC=C(C=N1)C=1SC2=C(N1)C=CC(=C2)N2[C@@H](C[C@@H](CC2)NC2COC2)C |o1:22,24| (2R*,4R*)-1-(2-(6-((R)-3-fluoropyrrolidin-1-yl)pyridin-3-yl)benzo[d]thiazol-6-yl)-2-methyl-N-(oxetan-3-yl)piperidin-4-amine